CC=1C=2N(C=CC1C=O)C(=NN2)C(F)(F)F 8-methyl-3-(trifluoromethyl)-[1,2,4]triazolo[4,3-a]pyridine-7-carbaldehyde